(1-(5-(3-(benzyloxy)-4-methoxyphenyl)-6-(4-cyano-3-fluorophenyl)-4-methoxy-3-methyl pyridin-2-yl)piperidin-4-yl)carbamate C(C1=CC=CC=C1)OC=1C=C(C=CC1OC)C=1C(=C(C(=NC1C1=CC(=C(C=C1)C#N)F)N1CCC(CC1)NC([O-])=O)C)OC